O[C@@H]1[C@H](C[C@H]([C@@H]1O)N1C2=NC(=NC(=C2N=C1)NCC1=NC=CC(=C1)C)C=1C=NC=C(C1)OC)C(=O)NC (1S,2R,3S,4R)-2,3-dihydroxyl-4-(2-(5-methoxypyridin-3-yl)-6-(((4-methyl-pyridin-2-yl)methyl)amino)-9H-purin-9-yl)-N-methylcyclopentaneformamide